FC1(C(N(C2=C(N(C1)C(C)C)N=CN=C2)C)=O)F 7,7-difluoro-9-isopropyl-5-methyl-6-oxo-6,7,8,9-tetrahydro-5H-pyrimido[4,5-b][1,4]diazepine